C(C)(C)(C)OC(=O)N1CCN(CC1)C(=O)N1C(\C(\C2=CC(=CC=C12)F)=C/C=1NC(=C(C1C)C(NCCN(CC)CC)=O)C)=O (Z)-4-(3-((4-((2-(diethylamino)ethyl)carbamoyl)-3,5-dimethyl-1H-pyrrol-2-yl)methylene)-5-fluoro-2-oxoindole-1-carbonyl)piperazine-1-carboxylic acid tert-butyl ester